C(CN1C(=NC2=C1C=CC(=C2OC)C(N)=O)C2=C(C(=O)O)C=C(C=N2)Cl)N2C(=NC1=C2C=CC(=C1OC)C(N)=O)C1=C(C(=O)O)C=C(C=N1)Cl 2,2'-(Ethane-1,2-diylbis(5-carbamoyl-4-methoxy-1H-benzo[d]imidazole-1,2-diyl))bis(5-chloronicotinic acid)